FC(CNCC1=CC(=C2CNC(C2=C1)=O)F)(OC)F 6-{[(2,2-difluoro-2-methoxyethyl)amino]methyl}-4-fluoro-2,3-dihydro-isoindol-1-one